1,1,1,4,5,5,5-heptafluoro-4-trifluoromethyl-2-pentene FC(C=CC(C(F)(F)F)(C(F)(F)F)F)(F)F